FC=1C(=C(C=CC1F)[C@H]1[C@@H](O[C@]([C@H]1C)(C(F)(F)F)C)C#N)OC (2R,3S,4S,5R)-3-(3,4-difluoro-2-methoxyphenyl)-4,5-dimethyl-5-(trifluoromethyl)tetrahydrofuran-2-carbonitrile